3-(4-bromophenoxy)azetidine hydrochloride salt Cl.BrC1=CC=C(OC2CNC2)C=C1